C(C)(=O)OCCSC(=O)OCC [(ethoxycarbonyl)thio]ethyl acetate